FC=1C=CC(=NC1)C1=NC(=C(C(=C1)C1=CC=C(C=C1)F)C#N)OC 5'-Fluoro-4-(4-fluoro-phenyl)-6-methoxy-[2,2']bipyridinyl-5-carbonitrile